FC=1C=C2CCNC(C2=CC1NC1=NC=C(C(=N1)N1OCCC1C1=CC=CC=C1)C(F)(F)F)=O 6-fluoro-7-((4-(3-phenylisooxazolidin-2-yl)-5-(trifluoromethyl)pyrimidin-2-yl)amino)-3,4-dihydroisoquinolin-1(2H)-one